(R)-3-(1-(6-(1-methyl-1,2,3,6-tetrahydropyridin-4-yl)cinnoline-4-Ylamino)ethyl)benzonitrile CN1CCC(=CC1)C=1C=C2C(=CN=NC2=CC1)N[C@H](C)C=1C=C(C#N)C=CC1